O=S.[Mn].[Co].[Ni] nickel cobalt manganese oxysulfide